CC1(OB(OC1(C)C)C=1C=2N(C(=CC1)C[C@@H](C(=O)OC)NC(C1=CC=CC=C1)(C1=CC=CC=C1)C1=CC=CC=C1)C=CN2)C methyl (S)-3-(8-(4,4,5,5-tetramethyl-1,3,2-dioxaborolan-2-yl)imidazo[1,2-a]pyridin-5-yl)-2-(tritylamino)propanoate